CS(=O)(=O)OCC(CC=1C=NC=C(C1)C(F)(F)F)(C)C [2,2-dimethyl-3-[5-(trifluoromethyl)-3-pyridinyl] propyl] methanesulfonate